OC(CCCCCCCC(=O)OC)C(CCCCCC)O methyl 9,10-dihydroxyhexadecanoate